C(C1=CC=CC=C1)(=O)SCC(CSCCSC(C1=CC=CC=C1)=O)SC(CSCCSC(C1=CC=CC=C1)=O)CSC(C1=CC=CC=C1)=O 5,7-Bis(benzoylmercaptomethyl)-1,11-bis(benzoylmercapto)-3,6,9-trithiaundecane